6-(2-Aminophenyl)-2-(4-phenoxyphenyl)-4,5,6,7-tetrahydropyrazolo[1,5-a]pyrimidine-3-carboxamide NC1=C(C=CC=C1)C1CNC=2N(C1)N=C(C2C(=O)N)C2=CC=C(C=C2)OC2=CC=CC=C2